ClC=1C=C(C=C(C1)Cl)C1=NC(=CC(=C1)CN1CCC(CC1)CNC(OC(C)(C)C)=O)OC=1C=NC(=CC1)N1CCNCC1 tert-butyl ((1-((2-(3,5-dichlorophenyl)-6-((6-(piperazin-1-yl)pyridin-3-yl)oxy)pyridin-4-yl)methyl)piperidin-4-yl)methyl)carbamate